1-(4-(bromomethyl)phenyl)-2,2,2-trifluoroethan-1-one BrCC1=CC=C(C=C1)C(C(F)(F)F)=O